(S)-3-(3-fluoro-4-(6-(2-propyl-2H-tetrazol-5-yl)pyridine-3-yl)phenyl)-5-(hydroxymethyl)oxazolidin-2-one FC=1C=C(C=CC1C=1C=NC(=CC1)C=1N=NN(N1)CCC)N1C(O[C@@H](C1)CO)=O